ClC1=CC=C(C(=N1)C(=O)NS(NC1CC1)(=O)=O)N[C@H](C)C=1C=C(C=C2C(N(C(=NC12)N1CC2=CC=C(C=C2C1)F)C)=O)C (R)-6-chloro-N-(N-cyclopropylsulfamoyl)-3-((1-(2-(5-fluoroisoindolin-2-yl)-3,6-dimethyl-4-oxo-3,4-dihydroquinazolin-8-yl)ethyl)amino)picolinamide